C(C)OC(C(F)(F)C1=C(C(=CC=C1)[C@@H](C)NC1=NC(=NC2=CC=C(C=C12)P(=O)(C)C)C)F)=O {3-[(1R)-1-{[6-(dimethylphosphoryl)-2-methylquinazolin-4-yl]amino}ethyl]-2-fluorophenyl}(difluoro)acetic acid ethyl ester